acetyl-L-leucine-2,3,3,4-d4 C(C)(=O)N[C@@](C(C(C)(C)[2H])([2H])[2H])(C(=O)O)[2H]